Methyl (2-(methyl(phenyl)amino)ethyl) fumarate C(\C=C\C(=O)OCCN(C1=CC=CC=C1)C)(=O)OC